(2-(8-bromo-7,9-difluoro-2-oxo-2,3-dihydro-1H-imidazo[4,5-C]quinolin-1-yl)ethyl)carbamic acid tert-butyl ester C(C)(C)(C)OC(NCCN1C(NC=2C=NC=3C=C(C(=C(C3C21)F)Br)F)=O)=O